Octane-8-one CCCCCCCC=O